BrC1=C2C(=C(C(=C(C2=C(C=2C(=C(C(=C(C12)[2H])[2H])[2H])[2H])[2H])[2H])[2H])[2H])[2H] 9-bromoanthracene-d9